6-[(phenyl)carbonyl]-3-[(octyl)oxy]phenolate C1(=CC=CC=C1)C(=O)C1=CC=C(C=C1[O-])OCCCCCCCC